tert-butyl 3-(2-((3-fluorobenzyl)amino)-2-oxoethyl)azetidine-1-carboxylate FC=1C=C(CNC(CC2CN(C2)C(=O)OC(C)(C)C)=O)C=CC1